[Ca+2].C1(CCCC1)(C(=O)[O-])C(=O)[O-] cyclopentanedioic acid calcium salt